F[C@@H](CCCCCC(=O)NC1=C(C=C(C=C1)CCC1=CC=C(C=C1)C(F)(F)F)N1CCCCC1)CF (7S)-7,8-difluoro-N-(2-(piperidin-1-yl)-4-(4-(trifluoromethyl)phenethyl)phenyl)octanamide